COC=1C=C2C(C=C(OC2=CC1)C1=CC=C(OC2=CC=C(C=C2)C=CC(=O)N)C=C1)=O 3-(4-(4-(6-methoxy-4-oxo-4H-chromen-2-yl)phenoxy)phenyl)propenamide